1-(1,1-dioxido-2,3-dihydrobenzo[f][1,4]thiazepine-4(5H)-yl)ethan-1-one O=S1(CCN(CC2=C1C=CC=C2)C(C)=O)=O